(1S,3R)-3-amino-1-(BOC-amino)cyclopentane N[C@H]1C[C@H](CC1)NC(=O)OC(C)(C)C